C(C)OC(C=C)=O.C(=C)C1=CC=CC=C1 ethenylbenzene ethyl-2-propenoate